2-Amino-6-chloro-N-(1,2,3,4-tetrahydronaphthalen-2-yl)isonicotinamide p-fluorobenzeneboronate FC1=CC=C(C=C1)B(O)O.NC=1C=C(C(=O)NC2CC3=CC=CC=C3CC2)C=C(N1)Cl